[C].COC=1C=C(C=CC1C)C1N(CCC(C1)N1C(NC2=C1C=CC=C2C=2C=NC=CC2)=O)C(=O)N (3-methoxy-4-methylphenyl)-4-[2-oxo-4-(pyridin-3-yl)-2,3-dihydro-1H-1,3-benzodiazol-1-yl]piperidine-1-carboxamide carbon